carboxyl-cyclotrisiloxane Iron-manganese-cobalt [Co].[Mn].[Fe].C(=O)(O)[SiH]1O[SiH2]O[SiH2]O1